OC1=C(C=CC=C1)NC(=O)C1=CNC2=CC(=C(C(=C2C1=O)OC)OC)OC N-(2-hydroxyphenyl)-5,6,7-trimethoxy-4-oxo-1,4-dihydroquinoline-3-carboxamide